N-(adamantan-1-yl)-S-(benzo[d]thiazol-2-yl)thiolamine C12(CC3CC(CC(C1)C3)C2)NC=2S(C=CC2)C=2SC3=C(N2)C=CC=C3